Br.[Br] Bromine Hydrobromic Acid